C1=C(NC=N1)CCC(=O)O The molecule is a monocarboxylic acid that is propionic acid in which one of the hydrogens at position 3 has been replaced by an imidazol-4-yl group. It is a member of imidazoles and a monocarboxylic acid. It derives from a propionic acid. It is a conjugate acid of a dihydrourocanate.